FC1=C(CNC2=NC(=NC(=N2)N)C=2C=CC=3N(C2)C(=NC3)C)C=CC=C1 N2-(2-fluorobenzyl)-6-(3-methylimidazo[1,5-a]pyridin-6-yl)-1,3,5-triazine-2,4-diamine